1-[(3S,6S,10aS)-6-amino-5-oxo-decahydropyrrolo[1,2-a]azocine-3-carbonyl]-4-phenylpyrrolidine-3-carbonitrile N[C@H]1CCCC[C@@H]2N(C1=O)[C@@H](CC2)C(=O)N2CC(C(C2)C2=CC=CC=C2)C#N